CC=1N=C(SC1)C1=C(C(C2=CC(=CC=C12)OCCC1=CC=CC=C1)=O)C=1C=NC=CC1 3-(4-methylthiazol-yl)-6-phenethoxy-2-(pyridin-3-yl)-1H-inden-1-one